N1N=CC(=C1)C1=CC=C(C=C1)NC1=NC(=NC=C1)C=1C=C2CN(CC2=CC1)C(=O)N1CCN(CC1)C1COC1 (5-(4-((4-(1H-pyrazol-4-yl)phenyl)amino)pyrimidin-2-yl)isoindolin-2-yl)(4-(oxetan-3-yl)piperazin-1-yl)methanone